(S)-7-((4-(4-fluorophenoxy)benzoyl)glycyl)-N-(thiophen-2-ylmethyl)-1,4-dioxa-7-azaspiro[4.4]nonane-8-carboxamide FC1=CC=C(OC2=CC=C(C(=O)NCC(=O)N3CC4(OCCO4)C[C@H]3C(=O)NCC=3SC=CC3)C=C2)C=C1